C(C=C)(=O)OC(C(COC(C=C)=O)(COC(C=C)=O)COC(C=C)=O)OCCC propoxyl-pentaerythritol tetraacrylate